N-(1-((4-trifluoromethylphenyl)amino)-2,3-dihydro-1H-inden-5-yl)acrylamide FC(C1=CC=C(C=C1)NC1CCC2=CC(=CC=C12)NC(C=C)=O)(F)F